ruthenium TiN [Sn].[Ru]